6-benzyl-6-((((tert-butyldimethylsilyl)oxy)methyl)thio)-1,4-dimethylpiperazine-2,3,5-trione C(C1=CC=CC=C1)C1(C(N(C(C(N1C)=O)=O)C)=O)SCO[Si](C)(C)C(C)(C)C